CC1=C(C[C@@H]2CN=C(N2)C2=C(C=NC3=CC=CC=C23)OC2=CC(=CC=C2)C(F)(F)F)C=CC(=C1)C |r| 4-[(5RS)-5-(2,4-dimethylbenzyl)-4,5-dihydro-1H-imidazol-2-yl]-3-[3-(trifluoromethyl)phenoxy]quinoline